C(C)NC=1C=C2OC3=CCC=CC3=NC2=CC1C N-ethyl-8-methyl-3H-phenoxazin-7-amine